C(C)OC(=O)C=1C(N=C(NC1COCCCCCCCl)C=1SC=CN1)C1=C(C=C(C=C1)F)Cl 4-(2-chloro-4-fluoro-phenyl)-6-(6-chlorohexyloxymethyl)-2-thiazol-2-yl-1,4-dihydropyrimidine-5-carboxylic acid ethyl ester